BrC1=CC=C(C=C1)CS(=O)(=O)NCCN1CCC(CC1)CN1N=NC(=C1)C1=C(NC2=CC=C(C=C12)F)C(=O)OCC(C)C isobutyl 3-(1-((1-(2-(((4-bromophenyl)methyl)sulfonamido)ethyl)piperidin-4-yl)methyl)-1H-1,2,3-triazol-4-yl)-5-fluoro-1H-indole-2-carboxylate